N-(6-(3-azabicyclo[3.1.0]hexan-3-yl)-4-morpholinopyridin-2-yl)-5-cyclopropylpyrazin-2-amine C12CN(CC2C1)C1=CC(=CC(=N1)NC1=NC=C(N=C1)C1CC1)N1CCOCC1